1,3,5-benzenetricarboxylic acid, tris(4-methylcyclohexylamide) CC1CCC(CC1)NC(=O)C1=CC(=CC(=C1)C(=O)NC1CCC(CC1)C)C(=O)NC1CCC(CC1)C